methyl 2-(6-cyclopropyl-4-isopropyl-1-oxophthalazin-2(1H)-yl)acetate C1(CC1)C=1C=C2C(=NN(C(C2=CC1)=O)CC(=O)OC)C(C)C